2-((2-aminoethyl)amino)-2-oxo-ethoxycarbamic acid tert-butyl ester C(C)(C)(C)OC(NOCC(=O)NCCN)=O